C(=O)(C=C)N1CCOCC1 4-acrylmorpholine